NC1=NC2=CC(=CC=C2C=C1)CN(C(=O)C=1C=NC=CC1)C1=C(C=C(C=C1)C#N)S(=O)(=O)C N-[(2-aminoquinolin-7-yl)methyl]-N-(4-cyano-2-methanesulfonylphenyl)pyridine-3-carboxamide